5'-chloro-N-[(5-methylpyridin-3-yl)methyl]-7'-oxo-7',8'-dihydro-6'H-spiro[cyclohexane-1,9'-furo[2,3-f]quinazoline]-2'-carboxamide ClC=1C=C2C(=C3C4(NC(NC13)=O)CCCCC4)OC(=C2)C(=O)NCC=2C=NC=C(C2)C